1-(5-(4-((2,4-dimethoxybenzyl)amino)-7-isopropyl-7H-pyrrolo[2,3-d]pyrimidin-5-yl)imidazo[1,2-a]pyridin-8-yl)-3-(5-(1-(trifluoromethyl)cyclopropyl)isoxazol-3-yl)urea COC1=C(CNC=2C3=C(N=CN2)N(C=C3C3=CC=C(C=2N3C=CN2)NC(=O)NC2=NOC(=C2)C2(CC2)C(F)(F)F)C(C)C)C=CC(=C1)OC